Z-indazol-7-amine N1N=CC2=CC=CC(=C12)N